methyl 6-chloro-5-methoxy-3-[4-[(4-methylpiperazin-1-yl)methyl]anilino]pyrazine-2-carboxylate ClC1=C(N=C(C(=N1)C(=O)OC)NC1=CC=C(C=C1)CN1CCN(CC1)C)OC